C(C1=CC=CC=C1)OCC1=NNC(N1CC)=O 3-((Benzyloxy)methyl)-4-ethyl-5-oxo-4,5-dihydro-1H-1,2,4-triazol